ClC1=CC2=C(N(C(N=C2N2[C@H](CN(CC2)C(=O)OC(C)(C)C)C)=O)C=2C(=NC=CC2C)C(C)C)N=C1C1=C(C(=CC=C1)C)O (S)-tert-butyl 4-(6-chloro-7-(2-hydroxy-3-methylphenyl)-1-(2-isopropyl-4-methylpyridin-3-yl)-2-oxo-1,2-dihydropyrido[2,3-d]pyrimidin-4-yl)-3-methylpiperazine-1-carboxylate